NCCCCC(CC)N 1,5-diaminoheptane